CC1(CC1)NC(O[C@H]1CO[C@H](C1)C1=NN(C(=C1)NC=1C=2N(C=CN1)N=C(C2)C(C)OC)C(C)(C)C)=O (3R,5R)-5-(1-(tert-butyl)-5-((2-(1-methoxyethyl)pyrazolo[1,5-a]pyrazin-4-yl)amino)-1H-pyrazol-3-yl)tetrahydrofuran-3-yl (1-methylcyclopropyl)carbamate